N1=C(N=CC=C1)CCC(=O)[O-] 3-(pyrimidin-2-yl)propanoate